5-[[2,4-dichloro-5-(2-pyridyl)benzoyl]amino]-N-[[4-hydroxy-1-(2-oxoethyl)-4-piperidyl]methyl]-1-phenyl-pyrazole-3-carboxamide hydrochloride Cl.ClC1=C(C(=O)NC2=CC(=NN2C2=CC=CC=C2)C(=O)NCC2(CCN(CC2)CC=O)O)C=C(C(=C1)Cl)C1=NC=CC=C1